6-{[(Pyridin-3-yl)methyl]amino}pyridine-3-carboxylic acid hydrochloride Cl.N1=CC(=CC=C1)CNC1=CC=C(C=N1)C(=O)O